C(C)OC(=O)[C@@H]1[N@@]([C@@H]1C1COC1)C(C1=CC=CC=C1)C1=CC=CC=C1 |&1:6| Racemic-cis-1-benzhydryl-3-(oxetan-3-yl)aziridine-2-carboxylic acid ethyl ester